7-((E)-pent-1-en-1-yl)-4-aza-7,9-dideazaadenosine C(=C\CCC)/C=1C=C([C@H]2[C@H](O)[C@H](O)[C@@H](CO)O2)N2N=CN=C(C12)N